C(=O)(OC(C)(C)C)N1C[C@@H](CC1)C(=O)O (R)-1-Boc-3-carboxypyrrolidine